BrC=1C=C(C=C(C1)C(C)(C)C)[C@H](CC(=O)OC)CN1CC2(C1)CN(CC2(F)F)CC2=NC=1NCCCC1C=C2 methyl (S)-3-(3-bromo-5-(tert-butyl)phenyl)-4-(8,8-difluoro-6-((5,6,7,8-tetrahydro-1,8-naphthyridin-2-yl)methyl)-2,6-diazaspiro[3.4]octan-2-yl)butanoate